BrC=1C=CC(=NC1)[C@@H](C(=O)N1CCN(CC1)C=1C2=C(N=CN1)[C@@H](C[C@H]2C)O)CNC(C)C (S)-2-(5-bromopyridin-2-yl)-1-(4-((5R,7R)-7-hydroxy-5-methyl-6,7-dihydro-5H-cyclopenta[d]pyrimidin-4-yl)piperazin-1-yl)-3-(isopropylamino)propan-1-one